C(C)OC(=O)C1=NN(C(C1(C(F)(F)F)Br)C(=O)OCC)CCN 4-bromo-1-(2-aminoethyl)-4-(trifluoromethyl)-1H-pyrazole-3,5-dicarboxylic acid diethyl ester